(3-Hydroxyazetidin-3-yl)methyl-carbamic acid tert-butyl ester C(C)(C)(C)OC(NCC1(CNC1)O)=O